NC=1NC(C=2N=CN(C2N1)[C@@H]1O[C@@]([C@H](C1)O)(CO)C=C)=O 2-amino-9-[(2R,4S,5R)-5-ethenyl-4-hydroxy-5-(hydroxymethyl)oxolan-2-yl]-1H-purin-6-one